5-(4-chlorobenzyl)-4-oxo-1,3,4,5-tetrahydro-2H-pyrrolo[3,4-c][1,8]naphthyridine-2-carboxylic acid tert-butyl ester C(C)(C)(C)OC(=O)N1CC=2C(N(C=3N=CC=CC3C2C1)CC1=CC=C(C=C1)Cl)=O